(1,3-dimethyl-1H-inden-2-yl)(3-phenyl-1H-inden-1-yl)dimethylsilane CC1C(=C(C2=CC=CC=C12)C)[Si](C)(C)C1C=C(C2=CC=CC=C12)C1=CC=CC=C1